(2S,3S)-3-methyl-2-(methylamino)pentanoic acid C[C@H]([C@@H](C(=O)O)NC)CC